5-(1-methyl-1H-pyrazol-4-yl)-3-(2-methylpyridin-4-yl)thieno[3,2-b]pyridine CN1N=CC(=C1)C1=CC=C2C(=N1)C(=CS2)C2=CC(=NC=C2)C